C(C)C1(NCC=2C=CC(=NC2C1)O)CC 7,7-Diethyl-5,6,7,8-tetrahydro-1,6-naphthyridin-2-ol